CC1=CC=CC=C1NC(=S)NC2=CC=CC=C2C 1,3-di(o-tolyl)thiourea